(R or S)-2-(2,2-dimethyl-6-(trifluoromethyl)morpholinyl)-N-(2-sulfamoylpyridin-4-yl)-5-(trifluoromethyl)nicotinamide CC1(CN(C[C@@H](O1)C(F)(F)F)C1=C(C(=O)NC2=CC(=NC=C2)S(N)(=O)=O)C=C(C=N1)C(F)(F)F)C |o1:5|